CC1=CC=C(C=C1)S(=O)(=O)OCCOCCOCCOCCOC1=CC(=C(C=C1)[N+](=O)[O-])OC 2-(2-(2-(2-(3-methoxy-4-nitrophenoxy)ethoxy)ethoxy)ethoxy)ethyl 4-methylbenzenesulfonate